C(CC)SC1=NNC=C1 propylthio-pyrazole